OC=1C=CC(=NC1)C(=O)O 5-hydroxypyridine-2-formic acid